Tert-butyl (2-(7-((triisopropylsilyl)ethynyl)-2,3-dihydrobenzo[b][1,4]dioxin-6-yl)ethyl)carbamate C(C)(C)[Si](C(C)C)(C(C)C)C#CC=1C(=CC2=C(OCCO2)C1)CCNC(OC(C)(C)C)=O